CN1C2=C(C=CC1=O)NC=C2C2=CC(=CC=C2)OCC2=CC=C(C=C2)C(F)(F)F 4-methyl-3-(3-{[4-(trifluoromethyl)phenyl]methoxy}phenyl)-1H,4H,5H-pyrrolo[3,2-b]pyridin-5-one